O1CCC(CC1)C1=CC(=NO1)N 5-(tetrahydro-pyran-4-yl)isoxazol-3-amine